methacryloyl-sulfanilamide C(C(=C)C)(=O)C1=C(S(=O)(=O)N)C=CC(=C1)N